C1(CCCCC1)C[C@@H](C(=O)N[C@H](C(=O)O)C[C@H]1C(NCC1)=O)NC(=O)OC(C(C)(C)C)C1=CC=CC=C1 (2S)-2-((2S)-3-cyclohexyl-2-(((2,2-dimethyl-1-phenylpropoxy)carbonyl)amino)propanamido)-3-((S)-2-oxopyrrolidin-3-yl)propanoic acid